({4-[2-hydroxy-5-(prop-2-enyl)phenyl]-2-(prop-2-enyl)phenyl}oxy)-4-oxobutanoic acid OC1=C(C=C(C=C1)CC=C)C1=CC(=C(C=C1)OC(C(=O)O)CC=O)CC=C